C(SC(C)C1=CC=CC=C1)(OCC)=S O-ethyl S-(1-phenylethyl) dithiocarbonate